C(C)(=O)NC1=C(C(=O)NC=2N=NC(=CC2)N(C)C)C=CC=C1 acetamido-N-(6-(dimethylamino)pyridazin-3-yl)benzamide